5-(cyclopropyl(5-(4,4-difluoropiperidine-1-carbonyl)pyridin-2-yl)amino)-2-methylisoindoline-1,3-dione C1(CC1)N(C=1C=C2C(N(C(C2=CC1)=O)C)=O)C1=NC=C(C=C1)C(=O)N1CCC(CC1)(F)F